NC(C(C(C(=O)I)(N)N)(N)N)C penta-aminovaleric acid iodide